C(=O)O.N1CC(C1)N1CCCC2=CC(=CC(=C12)C1=C2C(=NC=C1)C=C(S2)CN2C=NC=CC2=O)Cl 3-[[7-[1-(azetidin-3-yl)-6-chloro-3,4-dihydro-2H-quinolin-8-yl]thieno[3,2-b]pyridin-2-yl]methyl]pyrimidin-4-one, formic acid salt